(R)- and (S)-tyrosine N[C@H](CC1=CC=C(C=C1)O)C(=O)O |r|